CSC1=C2CC3=C(C(N(C(C3=C1)=O)CCC(N1CCNCC1)=O)=O)C=C2 6-(methylthio)-2-(3-oxo-3-(piperazin-1-yl)propyl)-1H-benzo[des]isoquinoline-1,3(2H)-dione